Diphenyl malonate C(CC(=O)OC1=CC=CC=C1)(=O)OC1=CC=CC=C1